S-(2-bromo-4-methylbenzyl) ethanethioate C(C)(SCC1=C(C=C(C=C1)C)Br)=O